(3S)-3-[5-[(7S)-3-(3,5-difluorophenyl)-2,7-dimethyl-5,7-dihydro-4H-pyrazolo[3,4-c]pyridine-6-carbonyl]-1,2,4-triazol-1-yl]pyrrolidine-1-carboxylic acid tert-butyl ester C(C)(C)(C)OC(=O)N1C[C@H](CC1)N1N=CN=C1C(=O)N1[C@H](C=2C(CC1)=C(N(N2)C)C2=CC(=CC(=C2)F)F)C